ClC1=C(C#N)C=CC=C1C1CC(C1)O chloro-3-(3-hydroxycyclobutyl)benzonitrile